N6-(4-(4-iodophenyl)butanoyl)-L-lysine IC1=CC=C(C=C1)CCCC(=O)NCCCC[C@H](N)C(=O)O